BrC1=CC=C(C(=O)NNC([C@H](NC2=CC(=C(C=C2)C#N)Cl)[C@@H](O)C)=O)C=C1 4-bromo-N'-((3-chloro-4-cyanophenyl)-D-threonyl)benzoyl-hydrazine